BrC=1C=CC(=NC1)O[C@@H]1C[C@H](CC1)N (1S,3S)-3-((5-bromopyridin-2-yl)oxy)cyclopentan-1-amine